C[C@H]1CCC(N1)=O (S)-5-methylpyrrolidine-2-one